7-[5-methyl-1-(2-trimethylsilylethoxymethyl)indazol-4-yl]-2-[3-(1-piperidyl)propoxypyrido[3,4-d]pyrimidin-4-yl]piperazine-1-carboxylate CC=1C(=C2C=NN(C2=CC1)COCC[Si](C)(C)C)N1C=C2N=C(N=C(C2=CC1)C1N(CCNC1)C(=O)[O-])OCCCN1CCCCC1